tert-Butyl 2-((R)-2-((1s,4S)-4-(6-fluoroquinolin-4-yl)cyclohexyl)propanoyl)hydrazinecarboxylate FC=1C=C2C(=CC=NC2=CC1)C1CCC(CC1)[C@H](C(=O)NNC(=O)OC(C)(C)C)C